O(C1=CC=CC=C1)C=1C=C(C=O)C=CC1 3-(phenoxy)benzaldehyde